lithium boron selenium [Se].[B].[Li]